5-amino-3-chloropyrazine-2-carbonitrile NC=1N=C(C(=NC1)C#N)Cl